C1=C(C=CC2=CC=CC=C12)CN1CCC1 (naphthalen-2-ylmethyl)azetidine